COC1=CC=C(C=C1)/C(=C/C=O)/C (E)-3-(4-methoxyphenyl)but-2-enal